2-(3,3-difluoropyrrolidin-1-yl)-5-(N,N-dimethylsulfamoyl)-N-(4-methylthiazol-2-yl)benzamide FC1(CN(CC1)C1=C(C(=O)NC=2SC=C(N2)C)C=C(C=C1)S(N(C)C)(=O)=O)F